4-amino-N-(1-((3-chloro-2-fluorophenyl)amino)-6-methylisoquinolin-5-yl)-5-fluoroquinazoline-8-carboxamide NC1=NC=NC2=C(C=CC(=C12)F)C(=O)NC1=C2C=CN=C(C2=CC=C1C)NC1=C(C(=CC=C1)Cl)F